ClC1=CC(=C(C=C1)C(C(N1CCC2=CC=C(C=C12)OC(F)(F)F)=O)NC=1C=C(OCCC(C(=O)OC)(C)C)C=C(C1)OC)OC methyl 4-(3-((1-(4-chloro-2-methoxyphenyl)-2-oxo-2-(6-(trifluoro-methoxy)indolin-1-yl)ethyl)amino)-5-methoxyphenoxy)-2,2-dimethylbutanoate